FCCOCCNC(=O)C1=CC2=C(N(C(=N2)NC=2SC3=C(N2)C=CC(=C3)C(F)(F)F)C)C=C1 1-Methyl-2-(6-trifluoromethyl-benzothiazol-2-ylamino)-1H-benzoimidazole-5-carboxylic acid [2-(2-fluoro-ethoxy)-ethyl]-amide